(3,4-Dichlorophenyl)(8-(2-(3,3-difluoropyrrolidin-1-yl)ethyl)-3-(3-methyl-1,2,4-thiadiazol-5-yl)-5,6-dihydro-[1,2,4]triazolo[4,3-a]pyrazin-7(8H)-yl)methanone ClC=1C=C(C=CC1Cl)C(=O)N1C(C=2N(CC1)C(=NN2)C2=NC(=NS2)C)CCN2CC(CC2)(F)F